manganese-nickel lithium manganate [Mn](=O)(=O)([O-])[O-].[Li+].[Ni+2].[Mn+2]